3,4,5-triethylphenol C(C)C=1C=C(C=C(C1CC)CC)O